racemic-tert-butyl 2,2-difluoro-6-(4-(methoxycarbonyl) phenyl)-7-azaspiro[3.5]nonane-7-carboxylate FC1(CC2(C1)C[C@@H](N(CC2)C(=O)OC(C)(C)C)C2=CC=C(C=C2)C(=O)OC)F |r|